methyl (7S)-7-methyl-2-(1-phenylpropan-2-yl)-3-[trans-4-(methoxycarbonyl)cyclohexyl]-3H,6H,7H,8H,9H-imidazo[4,5-f]quinoline-6-carboxylate C[C@@H]1N(C2=CC=C3C(=C2CC1)N=C(N3[C@@H]3CC[C@H](CC3)C(=O)OC)C(CC3=CC=CC=C3)C)C(=O)OC